C(CC)NC(=O)C=1N=NC2=CC=CC=C2C1 N-propyl-cinnoline-3-carboxamide